BrC1=CC=C(C=C1)C=1N=C(SC1)NC(C1=C(C=C(C=C1)F)NS(=O)(=O)CCCC(=O)NC)=O N-(4-(4-Bromophenyl)thiazol-2-yl)-4-fluoro-2-((4-(methylamino)-4-oxobutyl)sulfonamido)benzamide